COC(=O)C=1C=NC(=CC1)N1CC2(CC2)C1 6-{5-Azaspiro[2.3]hex-5-yl}pyridine-3-carboxylic acid methyl ester